(S)-7-(tert-butyl)-N-((R)-3-(4-hydroxypiperidin-1-yl)-1-(6-(pyridazin-4-yl)pyridin-3-yl)propyl)-5,6,7,8-tetrahydrothiazolo[5,4-b]quinoline-2-carboxamide C(C)(C)(C)[C@@H]1CC=2C=C3C(=NC2CC1)SC(=N3)C(=O)N[C@H](CCN3CCC(CC3)O)C=3C=NC(=CC3)C3=CN=NC=C3